C1(=CC=CC=C1)CS(=O)(=O)OC1=C(OC(C1=O)C1=C(C=C(C=C1)F)F)N 2-amino-5-(2,4-difluorophenyl)-4-oxo-4,5-dihydrofuran-3-yl phenylmethanesulfonate